ClC1=CC=C(C=C1)C(C=O)C1=CC=CC=C1 2-(4-chlorophenyl)-2-phenylacetaldehyde